(E)-2-(2,6-dimethyl-4-(3-(4-(methylthio)benzofuran-7-yl)-3-oxoprop-1-en-1-yl)phenoxy)acetic acid CC1=C(OCC(=O)O)C(=CC(=C1)\C=C\C(=O)C1=CC=C(C=2C=COC21)SC)C